C(C)(=O)OCC1=C(C(=CC(=C1)Cl)S(=O)(=O)Cl)OC 5-chloro-3-(chlorosulfonyl)-2-methoxybenzyl acetate